C(C)(C)C1=NNC2=CC=C(C=C12)C1=CN=C2N1N=C(C=C2)N2CCC1(CCOC1)CC2 8-(3-(3-isopropyl-1H-indazol-5-yl)imidazo[1,2-b]pyridazin-6-yl)-2-oxa-8-azaspiro[4.5]decane